BrC1=C(C=C2C(=NC(=NC2=C1F)Cl)N1[C@H](C[C@@H](CC1)C#N)C)Cl 1-(7-bromo-2,6-dichloro-8-fluoroquinazolin-4-yl)-trans-2-methylpiperidine-4-carbonitrile